3-(4-(tert-butoxycarbonyl)-6,6-difluorohexahydropyrrolo[3,2-b]pyrrol-1(2H)-yl)-2,2-dimethylpropanoic acid C(C)(C)(C)OC(=O)N1CC(C2N(CCC21)CC(C(=O)O)(C)C)(F)F